5-({5-[7-(3-aminopropoxy)quinolin-8-yl]-1H-pyrazol-3-yl}amino)pyrazine-2-carbonitrile NCCCOC1=CC=C2C=CC=NC2=C1C1=CC(=NN1)NC=1N=CC(=NC1)C#N